CN1C(C2(CCOCC2)C=2C=C3C(=NN=C(C3=CC21)C)N[C@H](C)C2=C(C(=CC=C2)C(C(C)(C)O)(F)F)C)=O 1,8-dimethyl-5-[[(1R)-1-[3-(1,1-difluoro-2-hydroxy-2-methyl-propyl)-2-methyl-phenyl]ethyl]amino]spiro[pyrrolo[3,2-g]phthalazine-3,4'-tetrahydropyran]-2-one